ClC1=CC(=C(C=C1Cl)C1CCN(CC1)C(=O)OC(C)(C)C)OC tert-butyl 4-(4,5-dichloro-2-methoxyphenyl)piperidine-1-carboxylate